8-chloro-2-(4-(2-hydroxyethoxy)-3,5-dimethylphenyl)quinazolin-4(3H)-one ClC=1C=CC=C2C(NC(=NC12)C1=CC(=C(C(=C1)C)OCCO)C)=O